D-5-chloro-3-(cyclobutylamino)-1-((2-(trimethylsilyl)ethoxy)methyl)-1H-pyrazolo[4,3-b]pyridine-7-carbaldehyde ClC1=CC(=C2C(=N1)C(=NN2COCC[Si](C)(C)C)NC2CCC2)C=O